OC=1OC2=CC=CC=C2C(C1C1=CC=CC=C1)=O L-2-hydroxyisoflavone